CC1=NOC=C1S(=O)(=O)N 3-methylisoxazole-4-sulfonamide